pentamethoxytriphenylmethanol (R)-(Tetrahydrofuran-2-yl)methanamine salt O1[C@H](CCC1)CN.COC1=C(C(=C(C(=C1C(O)(C1=CC=CC=C1)C1=CC=CC=C1)OC)OC)OC)OC